NC1=C(C=CC(=N1)NC(OC)=O)\N=N\C1=C(C=CC=C1)O[Si](C)(C)C(C)(C)C Methyl (E)-(6-amino-5-((2-((tert-butyldimethylsilyl)oxy)phenyl)diazenyl)pyridin-2-yl)carbamate